[2-[(2-carboxyethyl)amino]-2-oxoethyl]benzenepropanoic acid C(=O)(O)CCNC(CC1=C(C=CC=C1)CCC(=O)O)=O